CCCCC(CCCCCCCCC)N tetradecan-5-amine